N-(3-((1s,3R)-3-(cyanomethyl)-1-(4-methyl-4H-1,2,4-triazol-3-yl)cyclobutyl)phenyl)-3-cyclopropyl-7-(((S)-3-methylpiperidin-1-yl)methyl)-1-tosyl-1H-pyrrolo[3,2-b]pyridine-5-carboxamide C(#N)CC1CC(C1)(C1=NN=CN1C)C=1C=C(C=CC1)NC(=O)C1=CC(=C2C(=N1)C(=CN2S(=O)(=O)C2=CC=C(C)C=C2)C2CC2)CN2C[C@H](CCC2)C